ClC=1C(=C(C=C(C1)C1=C(C=CC=C1C)C)[C@H](CC(=O)O)NC[C@H](CC(C)C)N1N=C(C=C(C1=O)C)CCN1CC(C1)F)F (S)-3-(5-chloro-4-fluoro-2',6'-dimethyl-[1,1'-biphenyl]-3-yl)-3-((S)-2-(3-(2-(3-fluoroazetidin-1-yl)ethyl)-5-methyl-6-oxopyridazin-1(6H)-yl)-4-methyl-pentylamino)propionic acid